C(C)(C)(C)OC(=O)N1C=CC2=CC(=CC=C12)C(C(=O)OCC)[N+](=O)[O-] 5-(2-ethoxy-1-nitro-2-oxoethyl)-1H-indole-1-carboxylic acid tert-butyl ester